tert-Butyl 7-(((1r,3r)-3-(3-chloro-4-cyanophenoxy)-2,2,4,4-tetramethylcyclobutyl)carbamoyl)-1,2,4,5-tetrahydro-3H-benzo[d]azepine-3-carboxylate ClC=1C=C(OC2C(C(C2(C)C)NC(=O)C2=CC3=C(CCN(CC3)C(=O)OC(C)(C)C)C=C2)(C)C)C=CC1C#N